ClC=1C(=NC(=NC1)N1C[C@H]([C@H](CC1)NC1=CC=C2C(=NN(C2=C1)C)[C@@H]1C(NC(CC1)=O)=O)C(F)(F)F)NC=1C=C2CC(N(C2=CC1)C)=O |o1:24| rel-3-(6-(((3R,4S)-1-(5-chloro-4-((1-methyl-2-oxoindolin-5-yl)amino)pyrimidin-2-yl)-3-(trifluoromethyl)piperidin-4-yl)amino)-1-methyl-1H-indazol-3-yl)piperidine-2,6-dione